tert-butyl 4-{4-amino-6-bromo-7-methyl-7H-pyrrolo[2,3-d]pyrimidin-5-yl}piperidine-1-carboxylate NC=1C2=C(N=CN1)N(C(=C2C2CCN(CC2)C(=O)OC(C)(C)C)Br)C